2-(5-amino-2-(furan-2-yl)-7H-pyrazolo[4,3-e][1,2,4]triazolo[1,5-c]pyrimidin-7-yl)-N-ethyl-2-phenylacetamide NC1=NC2=C(C=3N1N=C(N3)C=3OC=CC3)C=NN2C(C(=O)NCC)C2=CC=CC=C2